N-((1r,4r)-4-(4-cyano-3-methoxyphenoxy)cyclohexyl)-6-(4-(4-(4-((2,6-dioxopiperidin-3-yl)amino)-2-fluorophenyl)piperazin-1-yl)piperidin-1-yl)pyridazine-3-carboxamide C(#N)C1=C(C=C(OC2CCC(CC2)NC(=O)C=2N=NC(=CC2)N2CCC(CC2)N2CCN(CC2)C2=C(C=C(C=C2)NC2C(NC(CC2)=O)=O)F)C=C1)OC